4-(4-((1R,5S)-3,8-diazabicyclo[3.2.1]octan-3-yl)-8-fluoro-2-(((2S,4R)-4-fluoro-1-methylpyrrolidin-2-yl)methoxy)pyrido[4,3-d]pyrimidin-7-yl)naphthalen-2-ol [C@H]12CN(C[C@H](CC1)N2)C=2C1=C(N=C(N2)OC[C@H]2N(C[C@@H](C2)F)C)C(=C(N=C1)C1=CC(=CC2=CC=CC=C12)O)F